N-(2-cyanoethyl)-N-cyclopropyl-amine C(#N)CCNC1CC1